NCCCOC1CC(CC2CC[C@H]3[C@@H]4CC[C@H]([C@@H](CCCC(C)C)C)[C@]4(CC[C@@H]3[C@@]12C)C)OCCCN 1,3-bis(3-aminopropoxy)cholestane